3-azidopropyl 4-methylbenzenesulfonate CC1=CC=C(C=C1)S(=O)(=O)OCCCN=[N+]=[N-]